1,3-dioxocyclopentane-4-carboxylic acid O=C1CC(C(C1)C(=O)O)=O